(5'S,7a'R)-5'-(3,5-difluorophenyl)-1-([1,2,4]triazolo[1,5-a]pyrimidine-5-carbonyl)tetrahydro-3'H-spiro[piperidine-4,2'-pyrrolo[2,1-b][1,3]oxazol]-3'-one FC=1C=C(C=C(C1)F)[C@@H]1CC[C@H]2OC3(C(N21)=O)CCN(CC3)C(=O)C3=NC=2N(C=C3)N=CN2